6-[5-[1-(4-fluoro-2,3-dihydro-1H-inden-2-yl)piperidin-4-yl]-2-oxo-1,3-oxazolidin-3-yl]-4H-pyrazino[2,3-b][1,4]oxazin-3-one FC1=C2CC(CC2=CC=C1)N1CCC(CC1)C1CN(C(O1)=O)C1=NC2=C(OCC(N2)=O)N=C1